3-(aminomethyl)-N,N-dimethylaniline CN(C)C1=CC=CC(=C1)CN